N-[1-[5-fluoro-2-[(2-methyl-3-pyridyl)amino]pyrimidin-4-yl]-3-methyl-indol-5-yl]prop-2-enamide FC=1C(=NC(=NC1)NC=1C(=NC=CC1)C)N1C=C(C2=CC(=CC=C12)NC(C=C)=O)C